tert-butyl N-[[3-bromo-5-(trifluoromethyl)phenyl]methyl]carbamate BrC=1C=C(C=C(C1)C(F)(F)F)CNC(OC(C)(C)C)=O